Cl[Os](Cl)(Cl)(Cl)(Cl)Cl.[K] potassium hexachloro-osmium